4-(azepan-4-yl)benzonitrile N1CCC(CCC1)C1=CC=C(C#N)C=C1